ClC=1C=C(C=C(C1)I)C1=NN=CN1C1OCCCC1 3-(3-chloro-5-iodo-phenyl)-4-tetrahydropyran-2-yl-1,2,4-triazole